ClC1=C(C(=CC=C1)C(F)(F)F)COC1=CC=C(C=C1)N1C(NC(C1=O)(C)C)=O 3-(4-{[2-chloro-6-(trifluoromethyl)phenyl]methoxy}phenyl)-5,5-dimethylimidazolidine-2,4-dione